2-bromo-5-(2,2-diphenylacetamido)isonicotinic acid methyl ester COC(C1=CC(=NC=C1NC(C(C1=CC=CC=C1)C1=CC=CC=C1)=O)Br)=O